ClC1=C(C(=C(C=C1)C=C1CC2(CN(C2)C(=O)OC(C)(C)C)C1)C)C#N tert-butyl 6-[(4-chloro-3-cyano-2-methyl-phenyl)methylene]-2-azaspiro[3.3]heptane-2-carboxylate